[C@H]1([C@H](O)[C@@H](O)[C@H](O)[C@H](O1)CO)O[C@H]1[C@@H]([C@H]([C@H](O[C@@H]1CO)O[C@H]1[C@@H]([C@H]([C@H](O[C@@H]1CO)O[C@H]1[C@@H]([C@H]([C@H](O[C@@H]1CO)O[C@@H]([C@@H]([C@H](C=O)O)O)[C@H](O)CO)O)O)O)O)O)O α-D-glucopyranosyl-(1→4)-α-D-glucopyranosyl-(1→4)-α-D-glucopyranosyl-(1→4)-α-D-glucopyranosyl-(1→4)-D-glucose